1-(4-(6-chloro-7-(2-hydroxynaphthalen-1-yl)quinazolin-4-yl)piperazin-1-yl)prop-2-en-1-one ClC=1C=C2C(=NC=NC2=CC1C1=C(C=CC2=CC=CC=C12)O)N1CCN(CC1)C(C=C)=O